FC=1C=C(CCN2[C@H]([C@H]([C@@H]([C@H](C2)O)O)O)CO)C=CC1F (2S,3R,4R,5S)-1-(3,4-difluorophenethyl)-2-(hydroxymethyl)piperidine-3,4,5-triol